FC=1C=C(CNC=2C3=C(N=C(N2)SCCC)N(N=N3)[C@H]3C[C@H](C2C3OC(O2)(C)C)OCCO)C=CC1 2-(((3S,4R,6S,6R)-6-(7-((3-fluorobenzyl)amino)-5-(propylsulfanyl)-3H-[1,2,3]Triazolo[4,5-d]Pyrimidin-3-yl)-2,2-dimethyltetrahydro-4H-cyclopenta[d][1,3]Dioxolan-4-yl)oxy)ethan-1-ol